(8S)-7-[(2S)-2-[[4-(2,4-difluorophenyl)benzoyl]amino]propanoyl]-1,4-dioxa-7-azaspiro[4.4]nonane-8-carboxylic acid FC1=C(C=CC(=C1)F)C1=CC=C(C(=O)N[C@H](C(=O)N2CC3(OCCO3)C[C@H]2C(=O)O)C)C=C1